C(C)(=O)N1C(C(C2=CC(=CC=C12)C)=O)(C1=CC=C(C=C1)C)O 1-acetyl-2-hydroxy-5-methyl-2-(p-tolyl)indol-3-one